[2H]OP(=O)(O[C@@H](C=O)[C@H]([C@@H](CO)O)O)OP(=O)(O)O diphospho-D-xylose